ClC=1C=2N(C=C(N1)C=1C=C(C=CC1)[C@@H](C)N(C(NCC=1SC=C(N1)CC(=O)OCC)=O)CC)C=CN2 Ethyl (R)-2-(2-((3-(1-(3-(8-chloroimidazo[1,2-a]pyrazin-6-yl)phenyl)ethyl)-3-ethylureido)methyl)thiazol-4-yl)acetate